ClC=1C=C2C(=C3C4(NC(NC13)=O)CCCCC4)OC(=C2)C(=O)N(C)CCC=2C(=NNC2C)C 5'-chloro-N-[2-(3,5-dimethyl-1H-pyrazol-4-yl)ethyl]-N-methyl-7'-oxo-7',8'-dihydro-6'H-spiro[cyclohexane-1,9'-furo[2,3-f]quinazoline]-2'-carboxamide